O=C1NC(CCC1NC1=CC=C(C=C1)C1CCN(CC1)CC(=O)OC(C)(C)C)=O tert-Butyl 2-[4-[4-[(2,6-dioxo-3-piperidyl)amino]phenyl]-1-piperidyl]acetate